Cl.O1COC2=C1C=CC(=C2)C2=C(NC(=N2)C(C)(C)C)C2=NC(=CC=C2)C 2-(5-benzo[1,3]dioxol-5-yl-2-tert-butyl-3H-imidazole-4-yl)-6-picoline hydrochloride